C(#N)C=1C=C(C=CC1)C1=NOC(=N1)N1CCC(CC1)C(=O)OC Methyl 1-(3-(3-cyanophenyl)-1,2,4-oxadiazol-5-yl)piperidine-4-carboxylate